3-(2-(dimethylamino)ethyl)-5-((4-(4-(trifluoromethyl)piperidin-1-yl)phenyl)amino)benzo[d]oxazol-2(3H)-one CN(CCN1C(OC2=C1C=C(C=C2)NC2=CC=C(C=C2)N2CCC(CC2)C(F)(F)F)=O)C